N[C@@H](C)C(=O)N[C@@H](CCCNC(N)=O)C(=O)NC1=CC=C(C=C1)N1C(C=CC1=O)=O L-alanyl-N5-carbamoyl-N-[4-(2,5-dioxo-2,5-dihydro-1H-pyrrol-1-yl)phenyl]-L-ornithinamide